5-((4,4-Dimethylazetidin-2-yl)methoxy)-2-methyl-N-(1-(naphthalen-1-yl)cyclopropyl)benzamide CC1(CC(N1)COC=1C=CC(=C(C(=O)NC2(CC2)C2=CC=CC3=CC=CC=C23)C1)C)C